N[C@@H]1[C@H](C[C@H](CC1)OC(C)C)O (1S,2S,5S)-2-amino-5-isopropoxycyclohexan-1-ol